NCCCNCC1=CC=C(C=C1)C1=CC(=CC=C1)S(=O)(=O)N1CCC2(C[C@H](CO2)NC[C@@H](COC2=CC(=CC=C2)S(=O)(=O)C2(CC2)CO)O)CC1 (S)-1-((R)-8-(4'-((3-aminopropylamino)methyl)biphenyl-3-ylsulfonyl)-1-oxa-8-azaspiro[4.5]decan-3-ylamino)-3-(3-(1-(hydroxymethyl)cyclopropylsulfonyl)phenoxy)propan-2-ol